C1(CC1)C(C(NC1=CC=C(C=C1)C1=C2C(=NC=C1)N(C=C2)S(=O)(=O)C2=CC=CC=C2)=O)NC(OC(C)(C)C)=O tert-Butyl (1-cyclopropyl-2-oxo-2-((4-(1-(phenylsulfonyl)-1H-pyrrolo[2,3-b]pyridine-4-yl)phenyl)amino)ethyl)carbamate